NC(C(C)O)S(=O)(=O)[O-] amino-2-hydroxypropanesulfonate